C(C)OC1(CCN(CC1)C(C)C)C=1C=CC(=NC1)C=1C=C2N(N=CC=C2N2CCN(CC2)C(=O)OC(C)(C)C)C1 tert-Butyl 4-(6-(5-(4-Ethoxy-1-Isopropylpiperidin-4-yl)Pyridin-2-yl)pyrrolo[1,2-b]Pyridazin-4-yl)Piperazine-1-Carboxylate